3-chloro-5a-(4-cyanophenyl)-8,8a-dihydroxy-6-phenyl-5a,7,8,8a-tetrahydro-6H-cyclopenta[4,5]furo[3,2-b]pyridine-7-carboxamide ClC=1C=C2C(=NC1)C1(C(O2)(C(C(C1O)C(=O)N)C1=CC=CC=C1)C1=CC=C(C=C1)C#N)O